COC1C=C(O)C2=C(C=1C)C(C)C(O)(COC(=O)C1C=CC(O)=C(CC=C(C)C)C=1)OC2=O dihydroisocoumarin